isopropylbenzyl (3-(6-nitrobenzo[d][1,3]dioxin-5-yl)-3-oxopropyl)carbamate [N+](=O)([O-])C1=C(C2=C(OCOC2)C=C1)C(CCNC(OC(C1=CC=CC=C1)C(C)C)=O)=O